C(C)(=O)O[C@@]1(CC[C@H]2[C@@H]3CCC4=CC(CCC4=C3[C@H](C[C@]12C)C1=CC=C(C=C1)N(CC(=O)O)C)=O)C(C)=O N-(4-((8S,11R,13S,14S,17R)-17-acetoxy-17-acetyl-13-methyl-3-oxo-2,3,6,7,8,11,12,13,14,15,16,17-dodecahydro-1H-cyclopenta[a]phenanthren-11-yl)phenyl)-N-methylglycine